N1-cyclobutyl-N2-(2,2-dimethoxyethyl)oxalamide ethyl-2-(cyclobutylamino)-2-oxoacetate C(C)OC(C(=O)NC1CCC1)=O.C1(CCC1)NC(C(=O)NCC(OC)OC)=O